2-(6-{5-chloro-2-[(oxan-4-yl)amino]pyrimidin-4-yl}-1-oxo-2,3-dihydro-1H-isoindol-2-yl)-N-[(1S,2S)-2-hydroxy-1-(6-methylpyridin-2-yl)propyl]acetamide ClC=1C(=NC(=NC1)NC1CCOCC1)C1=CC=C2CN(C(C2=C1)=O)CC(=O)N[C@H]([C@H](C)O)C1=NC(=CC=C1)C